N(=[N+]=[N-])CC(C[C@H]([C@@H](C)NC(OC(C)(C)C)=O)CN1C(C2=CC=CC=C2C1=O)=O)OC Tert-butyl ((2R,3S)-6-azido-3-((1,3-dioxoisoindolin-2-yl)methyl)-5-methoxyhexan-2-yl)carbamate